C1(=CC=CC=C1)C(\C=C\S(=O)(=O)C1=CC=C(C)C=C1)=O (E)-1-phenyl-3-tosylprop-2-en-1-one